Cl.FC1=CC=C2C[C@H](NCC2=C1)C(=O)O (S)-7-fluoro-1,2,3,4-tetrahydroisoquinoline-3-carboxylic acid hydrochloride